FC(C1=NN(C=C1NC(=O)C=1C=NN2C1N=C(C=C2)N2CCOCC2)C2CCN(CC2)CCC2CCN(CC2)C(=O)OC(C)(C)C)F tert-Butyl 4-(2-(4-(3-(difluoromethyl)-4-(5-morpholinopyrazolo[1,5-a]pyrimidine-3-carboxamido)-1H-pyrazol-1-yl)piperidin-1-yl)ethyl)piperidine-1-carboxylate